The molecule is the (S)-(-)-enantiomer of bupivacaine(1+). It is a conjugate acid of a levobupivacaine. It is an enantiomer of a dextrobupivacaine(1+). CCCC[NH+]1CCCC[C@H]1C(=O)NC2=C(C=CC=C2C)C